C1CC2=C1C=CC=C2 Benzo-CycloButane